7-[5-(p-fluorophenyl)-2-(8-fluoro-7-quinolyl)-1,3-oxazol-4-yl]-1,7-diaza-8(7H)-naphthalenone FC1=CC=C(C=C1)C1=C(N=C(O1)C1=CC=C2C=CC=NC2=C1F)N1C=CC=2C=CC=NC2C1=O